C(C)C1=C(C(=C(N1)C(=O)N)C1=CC(=C(C=C1)C(NCC(C)C)=O)OC)C1=C(C=C(C=C1)NC(C(=C)F)=O)C 5-Ethyl-4-(4-(2-fluoroacrylamido)-2-methylphenyl)-3-(4-(isobutylcarbamoyl)-3-methoxyphenyl)-1H-pyrrole-2-carboxamide